5-(1-(2,2-difluoroethyl)-1H-benzo[d][1,2,3]triazol-6-yl)-6-fluoro-N-((3R,4S)-3-fluoro-1-(oxetan-3-yl-3-d)piperidin-4-yl)-4-methoxypyrrolo[2,1-f][1,2,4]triazin-2-amine FC(CN1N=NC2=C1C=C(C=C2)C=2C(=CN1N=C(N=C(C12)OC)N[C@@H]1[C@@H](CN(CC1)C1(COC1)[2H])F)F)F